ClC=1C=CC(=NC1OC)CC=1N(C=2C(=C3CC[C@@H](N(C3=CC2)C(=O)OC)C)N1)C1CCCCC1 (1S,4r)-4-((S)-2-((5-Chloro-6-methoxypyridin-2-yl)methyl)-6-(methoxycarbonyl)-7-methyl-6,7,8,9-tetrahydro-3H-imidazo[4,5-f]chinolin-3-yl)cyclohexan